CC=1C(=NC(=C(C1NC(=O)N=[S@@](=O)(N)C=1SC=C(C1)C(C)(C)O)C)C(F)(F)F)C(F)(F)F (S)-N'-((3,5-dimethyl-2,6-bis(trifluoromethyl)pyridin-4-yl)carbamoyl)-4-(2-hydroxypropan-2-yl)thiophene-2-sulfonimidamide